2-(morpholin-4-yl)-4-{[4-(pentafluoroethyl)phenyl]amino}-6-(propan-2-yl)-5,6-dihydro-7H-pyrrolo[3,4-d]pyrimidin-7-one N1(CCOCC1)C=1N=C(C2=C(N1)C(N(C2)C(C)C)=O)NC2=CC=C(C=C2)C(C(F)(F)F)(F)F